2-methoxyphenylcopper COC1=C(C=CC=C1)[Cu]